3-(5-((4-(((3s,5s,7s)-adamantan-1-yl)amino)butyl)amino)-2-methyl-4-oxoquinazoline-3(4H)-yl)piperidine-2,6-dione C12(CC3CC(CC(C1)C3)C2)NCCCCNC2=C3C(N(C(=NC3=CC=C2)C)C2C(NC(CC2)=O)=O)=O